(R)-7-amino-6-bromo-2-methyl-4-((S)-1-phenylethyl)-2H-benzo[b][1,4]oxazin-3(4H)-one NC=1C(=CC2=C(O[C@@H](C(N2[C@@H](C)C2=CC=CC=C2)=O)C)C1)Br